4-(2-nitroprop-1-enyl)phenylthiocyanate [N+](=O)([O-])C(=CC1=CC=C(C=C1)SC#N)C